3,7-bis(cyclohexylamino)phenothiazinium chloride [Cl-].C1(CCCCC1)NC=1C=CC=2[NH2+]C3=CC=C(C=C3SC2C1)NC1CCCCC1